C(C1=CC=CC=C1)C1CCN(CC1)C(=O)C=1C=CC2=C(N(C(C3=C(N2)C=CC=C3)=O)Br)C1 8-(4-Benzylpiperidine-1-carbonyl)-10-bromo-5,10-dihydro-11H-dibenzo[b,e][1,4]diazepin-11-one